C(CCCCCC)N1C(C=2C=CC3=C4C2C(C1=O)=CC=C4C=4C=1C2=C(C(N(C(C2=CC4)=O)CCCCCCC)=O)C=CC31)=O 2,9-diheptylanthra[2,1,9-def:6,5,10-d'e'f']diisoquinoline-1,3,8,10(2H,9H)tetrone